N1C=NC=C1.[Zn] Zinc Imidazole